O[C@@H](COC1=CC=C(C=C1)CC(=O)N)CNC(C)C |r| (RS)-2-{4-[2-hydroxy-3-(prop-2-ylamino)propoxy]phenyl}acetamide